OC1=CC(NC(=C1)C1=C(C=CC=C1)C(F)(F)F)=O 4-hydroxy-6-[2-(trifluoromethyl)phenyl]-1H-pyridin-2-one